1-(3-((2-((3-((1-methylpiperidin-4-yl)oxy)phenyl)amino)-5-(trifluoromethyl)-pyrimidin-4-yl)amino)propyl)piperidin-2-one CN1CCC(CC1)OC=1C=C(C=CC1)NC1=NC=C(C(=N1)NCCCN1C(CCCC1)=O)C(F)(F)F